5-bromo-3-((2,3-dichlorophenylimino)-methyl)-2-(isobutyryl-oxy)phenyl nicotinate C(C1=CN=CC=C1)(=O)OC1=C(C(=CC(=C1)Br)C=NC1=C(C(=CC=C1)Cl)Cl)OC(C(C)C)=O